(1R,2S,4R)-2-Fluoro-N1-((2-(pyrazin-2-yl)thiazol-5-yl)methyl)-N4-(pyrazolo[1,5-a]pyridin-7-ylmethyl)cyclohexane-1,4-diamine F[C@@H]1[C@@H](CC[C@H](C1)NCC1=CC=CC=2N1N=CC2)NCC2=CN=C(S2)C2=NC=CN=C2